6-(4-bromophenyl)-5-phenyl-4,5-dihydropyridazin-3(2H)-one BrC1=CC=C(C=C1)C=1C(CC(NN1)=O)C1=CC=CC=C1